BrCC(=O)C1=CC=C(C=C1)CC 2-bromo-4'-ethylacetophenone